NC1=CC=C(CSC2=NC(=C(C(=C2C#N)CC)C#N)N(C)C)C=C1 2-((4-aminobenzyl)thio)-6-(dimethylamino)-4-ethylpyridine-3,5-dicarbonitrile